C(C1=CC=CC=C1)N1N=NC(=C1)C1=NC=CC(=C1)NC(C1=C(C=CC(=C1)Cl)O)=O N-(2-(1-benzyl-1H-1,2,3-triazol-4-yl)pyridin-4-yl)-5-chloro-2-hydroxybenzamide